[2-(trifluoromethyl)-1,3-thiazol-5-yl]methyl methanesulfonate CS(=O)(=O)OCC1=CN=C(S1)C(F)(F)F